methyl 3-cyclopropyl-5-(3-cyclopropylphenoxy)pyridazine-4-carboxylate C1(CC1)C=1N=NC=C(C1C(=O)OC)OC1=CC(=CC=C1)C1CC1